FC1(CCN(CC1)C1=NC(=CC(=N1)C=1C(=C(C(=O)N)C=CC1NS(=O)(=O)CCO)N1CCC2(CC2)CC1)C)F r-(2-(4,4-difluoropiperidin-1-yl)-6-methylpyrimidin-4-yl)-4-((2-hydroxyethyl)sulfonamido)-2-(6-azaspiro[2.5]octan-6-yl)benzamide